pyrrolidine-2,3-dicarboxylic acid diethyl ester C(C)OC(=O)C1NCCC1C(=O)OCC